N-((1R)-2-((4-chlorobenzyl)amino)-1-methyl-2-oxoethyl)-3-((3-cyano-1-azetidinyl)sulfonyl)-N-methylbenzamide ClC1=CC=C(CNC([C@@H](C)N(C(C2=CC(=CC=C2)S(=O)(=O)N2CC(C2)C#N)=O)C)=O)C=C1